N-(4-Fluoro-2-methoxy-5-(4-(trifluoromethyl)phenoxy)phenyl)-3-methyl-2-oxoimidazolidine-4-carboxamide FC1=CC(=C(C=C1OC1=CC=C(C=C1)C(F)(F)F)NC(=O)C1N(C(NC1)=O)C)OC